N-(5-(2-((3aR,5r,6aS)-5-benzyl-5-hydroxyhexahydrocyclopenta[c]pyrrol-2(1H)-yl)acetyl)pyridin-2-yl)acetamide C(C1=CC=CC=C1)C1(C[C@@H]2[C@@H](CN(C2)CC(=O)C=2C=CC(=NC2)NC(C)=O)C1)O